BrC1=C(C(=C(NCCC(CO)O)C=C1)[N+](=O)[O-])C 4-(4-bromo-3-methyl-2-nitroanilino)butane-1,2-diol